Cl.FC(COC([C@H](CC1=CC(=C(C=C1)Cl)Cl)N)=O)(F)F.CC1=C(C(=CC=C1)C)NC(CN1CC(CCC1)C(=O)NCC)=O 1-(2-((2,6-dimethylphenyl)amino)-2-oxoethyl)-N-ethylpiperidine-3-carboxamide 2,2,2-Trifluoroethyl-(S)-2-amino-3-(3,4-dichlorophenyl)propanoate hydrochloride